C1(=CC=C(C=C1)C[C@H](C(=O)N)NC(=O)[C@H]1N(C[C@@H](C1)O)C([C@H]([C@H](CC)C)N1N=NC(=C1)C1CC1)=O)C1=CC=CC=C1 (2S,4R)-N-((R)-3-([1,1'-biphenyl]-4-yl)-1-amino-1-oxopropan-2-yl)-1-((2S,3S)-2-(4-cyclopropyl-1H-1,2,3-triazol-1-yl)-3-methylpentanoyl)-4-hydroxypyrrolidine-2-carboxamide